2-(2-(cyclopropanesulfonamido)thiazol-4-yl)-N-(4-(6-cyclopropylpyrazin-2-yl)phenyl)butanamide C1(CC1)S(=O)(=O)NC=1SC=C(N1)C(C(=O)NC1=CC=C(C=C1)C1=NC(=CN=C1)C1CC1)CC